((2R,4S,5R)-5-ethoxy-2-((S)-1-(4-fluorophenyl)-1,2,3,4-tetrahydroisoquinoline-2-carbonyl)tetrahydro-2H-pyran-4-yl)(ethyl)carbamic acid tert-butyl ester C(C)(C)(C)OC(N(CC)[C@H]1C[C@@H](OC[C@@H]1OCC)C(=O)N1[C@H](C2=CC=CC=C2CC1)C1=CC=C(C=C1)F)=O